NC=1C=2N(C3=CC(=C(C=C3N1)F)C(=O)N(CC1=NC=C(C=C1)C=1C=NN(C1)C(F)(F)F)C13CC(C1)C3)C=NC2 4-amino-N-(bicyclo[1.1.1]pentan-1-yl)-7-fluoro-N-((5-(1-(trifluoromethyl)-1H-pyrazol-4-yl)pyridin-2-yl)methyl)imidazo[1,5-a]quinoxaline-8-carboxamide